((S)-6,8-dichloro-1-methyl-3,4-dihydroisoquinolin-2(1H)-yl)((R)-4-(pyrimidin-5-yl)morpholin-2-yl)methanone ClC=1C=C2CCN([C@H](C2=C(C1)Cl)C)C(=O)[C@H]1CN(CCO1)C=1C=NC=NC1